[K+].FC(C(C(C(C(C(C(C(F)(F)F)(F)F)(F)F)(F)F)(F)F)(F)F)(F)F)(S(=O)(=O)[O-])F.C(=O)(OC(C)(C)C)N1CCN(CC1)C1=CC=C(C=C1)C(=O)O 1-Boc-4-(4-carboxyphenyl)piperazine perfluorooctanesulfonate Potassium